ClC1=CC=C(C=N1)CN1C(NC=C1)=N[N+](=O)[O-] 1-(6-chloro-3-picolyl)-N-nitroimidazole-2-imine